C1(CC1)C1=NC=NC(=C1C1=NC(=C2N(C=NC2=N1)COCC[Si](C)(C)C)OCC1=CC=C(C=C1)C=1N(C=C(N1)C(F)(F)F)C)OC 2-[[2-(4-cyclopropyl-6-methoxy-pyrimidin-5-yl)-6-[[4-[1-methyl-4-(trifluoromethyl)imidazol-2-yl]phenyl]methoxy]purin-7-yl]methoxy]ethyl-trimethyl-silane